ClC1=CC=C2C(=CNC2=C1OCF)\C=C/1\C(N(C(N1)=O)CC1=CC(=C(C=C1)F)F)=O (Z)-5-((6-chloro-7-(fluoromethoxy)-1H-indol-3-yl)methylene)-3-(3,4-difluorobenzyl)imidazolidine-2,4-dione